ClC=1C=C2C(=NC1OC)C(=C(N2C)C=2NC(=NN2)[C@@H](C(F)F)O)N2C=NC=C2 (S)-1-(5-(6-chloro-3-(1H-imidazol-1-yl)-5-methoxy-1-methyl-1H-pyrrolo[3,2-b]-pyridin-2-yl)-4H-1,2,4-triazol-3-yl)-2,2-difluoroethan-1-ol